ClC1=C(C(=CC=C1)Cl)C=1N=C2C=3C=C(C=NC3C=CN2C1C)C=1C=NNC1 2-(2,6-dichlorophenyl)-3-methyl-9-(1H-pyrazol-4-yl)imidazo[2,1-f][1,6]naphthyridine